N-Succinimidyl 4-Benzoylbenzoate C1CC(=O)N(C1=O)OC(=O)C2=CC=C(C=C2)C(=O)C3=CC=CC=C3